NCCC1=CC=CC(=N1)CCCO 3-(6-(2-aminoethyl)pyridin-2-yl)propan-1-ol